2-oxo-6-(3-pyridyl)-3H-imidazo[4,5-b]pyridin O=C1NC=2C(=NC=C(C2)C=2C=NC=CC2)N1